COC1=C(CN(S(=O)(=O)C2=C(C=C(C=C2F)N2C[C@]([C@@H](CC2)O)(CCC2=CC(=CC=C2)C(F)(F)F)N(C)C)F)C2=NC=NC=C2)C=CC(=C1)OC N-(2,4-dimethoxybenzyl)-4-((3S,4R)-3-(dimethylamino)-4-hydroxy-3-(3-(trifluoro-methyl)phenethyl)piperidin-1-yl)-2,6-difluoro-N-(pyrimidin-4-yl)benzenesulfonamide